CC1=NN(C(=C1)C)CC(=O)N1C(CC(C1)F)C(=O)NC(C1=CC=C(C=C1)C(C)C)C1=CC=CC=C1 1-[2-(3,5-dimethyl-1H-pyrazol-1-yl)acetyl]-4-fluoro-N-{phenyl-[4-(propan-2-yl)phenyl]methyl}pyrrolidine-2-carboxamide